C(#C)C1=CC=C(C=C1)C1=C(C=CC(=C1)OC)OC 4'-ethynyl-2,5-dimethoxy-1,1'-biphenyl